2,2,5,5-tetramethyl-N-(5-(4-((1-methyl-1H-pyrazol-4-yl)amino)cinnolin-6-yl)thiazol-2-yl)tetrahydrofuran-3-carboxamide CC1(OC(CC1C(=O)NC=1SC(=CN1)C=1C=C2C(=CN=NC2=CC1)NC=1C=NN(C1)C)(C)C)C